1,2-difluoro-1-chloroethane FC(CF)Cl